methyl 2,3-bis(bromomethyl)-5,6-dichlorobenzoate BrCC1=C(C(=O)OC)C(=C(C=C1CBr)Cl)Cl